FC1=CC=C(C=C1)CCC1=C(C(=C(C(=N1)CC(C)C)C#N)CCO)C=1OC(=NN1)C 6-[2-(4-fluorophenyl)ethyl]-4-(2-hydroxyethyl)-2-isobutyl-5-(5-methyl-1,3,4-oxadiazol-2-yl)pyridine-3-carbonitrile